BrCCC1(CCC(CC1)C#N)C1=CC(=C(C=C1)OC)C 4-(2-bromoethyl)-4-(4-methoxy-3-methyl-phenyl)cyclohexanecarbonitrile